C(C)(C)(C)OC(=O)N1C(C(C1)OCC1=C(C=CC=C1C(F)(F)F)F)C 3-((2-fluoro-6-(trifluoromethyl)benzyl)oxy)-2-methylazetidine-1-carboxylic acid tert-butyl ester